C1(CC1)C=1C(=NON1)C(=O)N[C@H](C=1N=C2N(N=CC(=C2)C[C@@H]2C(N[C@H](C2)C)=O)C1)C1CCC(CC1)(F)F |o1:21,24| 4-Cyclopropyl-N-((S)-(4,4-difluorocyclohexyl)(7-(((3S*,5S*)-5-methyl-2-oxopyrrolidin-3-yl)methyl)imidazo[1,2-b]pyridazin-2-yl)methyl)-1,2,5-oxadiazole-3-carboxamide